C(C1=CC=CC=C1)OC1=C(N2C(C3=CC=CC=C13)=CC=N2)C(=O)O 6-(Benzyloxy)pyrazolo[5,1-a]isoquinoline-5-carboxylic acid